N-[5-[2-cyano-5-[[(3S)-1-methyl-3-piperidyl]oxy]-4-pyridyl]pyrazolo[1,5-a]pyridin-2-yl]cyclopropanecarboxamide C(#N)C1=NC=C(C(=C1)C1=CC=2N(C=C1)N=C(C2)NC(=O)C2CC2)O[C@@H]2CN(CCC2)C